FC1=CC=C2C=NC(NC2=C1)=O 7-fluoroquinazolin-2(1H)-one